C[SiH](C)[Hf](C1=C(C=CC=2C3=CC=CC=C3CC12)C)C1=C(C=CC=2C3=CC=CC=C3CC12)C Dimethylsilylbis(2-methylfluorenyl)hafnium